5,7-difluoro-3-methylbenzofuran-2-carboxylate FC=1C=C(C2=C(C(=C(O2)C(=O)[O-])C)C1)F